N1C=CC2=C(C=CC=C12)[C@@H]1CC=NN1C(C(C)(C)C)=O (S)-1-(5-(1H-indol-4-yl)-4,5-dihydro-1H-pyrazol-1-yl)-2,2-dimethylpropan-1-one